(R)-4-chloro-5-(3-((4-(4-(chloromethyl)-4-(hydroxymethyl)piperidin-1-yl)pyridin-2-yl)oxy)pyrrolidin-1-yl)pyridazin-3(2H)-one ClC=1C(NN=CC1N1C[C@@H](CC1)OC1=NC=CC(=C1)N1CCC(CC1)(CO)CCl)=O